2,6-diimidazylpyridine N1C(=NC=C1)C1=NC(=CC=C1)C=1NC=CN1